5-[(1-cyclopropanecarbonyl-4-hydroxypiperidin-4-yl)methyl]-1-{3-[(5-methyl-1,3,4-thiadiazol-2-yl)amino]phenyl}-1H,4H,5H-pyrazolo[3,4-d]pyrimidin-4-one C1(CC1)C(=O)N1CCC(CC1)(O)CN1C=NC2=C(C1=O)C=NN2C2=CC(=CC=C2)NC=2SC(=NN2)C